(3,4-difluorophenyl)-((5-(4-methoxy-3-methylphenyl)thiophen-2-yl)methyl)quinoxaline-2-carboxamide FC=1C=C(C=CC1F)C1=C2N=C(C(=NC2=CC=C1)C(=O)N)CC=1SC(=CC1)C1=CC(=C(C=C1)OC)C